(1R,2S,5S)-8-(2,2-diphenylacetyl)-3-(diphenylcarbamoyl)-3,8-diazabicyclo[3.2.1]octane-2-carboxylic acid C1(=CC=CC=C1)C(C(=O)N1[C@H]2[C@H](N(C[C@@H]1CC2)C(N(C2=CC=CC=C2)C2=CC=CC=C2)=O)C(=O)O)C2=CC=CC=C2